5-fluoro-4-[3-methyl-5-oxo-4-(prop-2-yl)-4,5-dihydro-1H-1,2,4-triazol-1-yl]-N-(2-methylphenyl)-2-{[(2S)-1,1,1-trifluoropropan-2-yl]oxy}benzamide FC=1C(=CC(=C(C(=O)NC2=C(C=CC=C2)C)C1)O[C@H](C(F)(F)F)C)N1N=C(N(C1=O)C(C)C)C